2-[6-(Propan-2-ylamino)pyridin-3-yl]-N-[(3S)-2-oxo-5-phenyl-1,3-dihydro-1,4-benzodiazepin-3-yl]spiro[5,7-dihydropyrazolo[5,1-b][1,3]oxazine-6,1'-cyclopropane]-3-carboxamide CC(C)NC1=CC=C(C=N1)C1=NN2C(OCC3(CC3)C2)=C1C(=O)N[C@@H]1C(NC2=C(C(=N1)C1=CC=CC=C1)C=CC=C2)=O